C(C1=CC=CC=C1)OC[C@@H](COCCCCCCCO)O 7-[(2R)-3-benzyloxy-2-hydroxypropoxy]heptane-1-ol